C(CC)C1=NC(=NN1)CC1=CC=CC=C1 5-propyl-3-benzyl-1H-1,2,4-triazole